C(C)N1CN(C2CC(CC3CNNC1C32)C=C)CC3=CC=C(C=C3)OC 12-ethyl-10-[(4-methoxyphenyl)methyl]-7-vinyl-2,3,10,12-tetraazatricyclo[7.3.1.05,13]tridecan